(1S)-1-(5-fluoro-3-methyl-1-benzofuran-2-yl)ethylamine FC=1C=CC2=C(C(=C(O2)[C@H](C)N)C)C1